ClC=1C(=C2C(=NC1)NC(=N2)C2=CC=C(C=C2)N2CC(N(CC2)CC=2C=NC=CC2)C)NC2CCN(CC2)C 6-Chloro-N-(1-methylpiperidin-4-yl)-2-{4-[3-methyl-4-(pyridin-3-ylmethyl)piperazin-1-yl]phenyl}-3H-imidazo[4,5-b]pyridin-7-amine